(R)-2-(3-fluoro-2-methoxy-5-(2-methoxypropan-2-yl)phenyl)-2-((R)-3-((5-(4-methoxy-5,6,7,8-tetrahydro-1,8-naphthyridin-2-yl)pentyl)oxy)pyrrolidin-1-yl)acetic acid FC=1C(=C(C=C(C1)C(C)(C)OC)[C@H](C(=O)O)N1C[C@@H](CC1)OCCCCCC1=NC=2NCCCC2C(=C1)OC)OC